(S)-N-methyldiphenyl-prolinol CN1[C@](C(CC1)C1=CC=CC=C1)(CO)C1=CC=CC=C1